2,6-dichloronicotinic acid methyl ester COC(C1=C(N=C(C=C1)Cl)Cl)=O